5-amino-2-methylisoindole-1,3-dione NC=1C=C2C(N(C(C2=CC1)=O)C)=O